4'-((2S,Z)-2-((R)-cyclopropyl(hydroxy)methyl)-4-(methoxyimino)pyrrolidine-1-carbonyl)-2-methyl-[1,1'-biphenyl]-3-carbonitrile C1(CC1)[C@H]([C@H]1N(C\C(\C1)=N/OC)C(=O)C1=CC=C(C=C1)C1=C(C(=CC=C1)C#N)C)O